propenyl phenethyl ether C(CC1=CC=CC=C1)OC=CC